N=1N=C(NC1)C1=NC=CC=C1 4H-1,2,4-triazol-3-yl-pyridine